tert-Butyl (R)-3-(7-bromo-1H-imidazo[4,5-c]quinolin-2-yl)piperidine-1-carboxylate BrC=1C=CC=2C3=C(C=NC2C1)N=C(N3)[C@H]3CN(CCC3)C(=O)OC(C)(C)C